1-(3-((4,4-bis(((Z)-oct-5-en-1-yl)oxy)butanoyl)oxy)-2-(((((1-ethylpiperidin-3-yl)methoxy)carbonyl)oxy)methyl)propyl) 8-((Z)-dec-4-en-1-yl) octanedioate C(CCCCCCC(=O)OCCC\C=C/CCCCC)(=O)OCC(COC(CCC(OCCCC\C=C/CC)OCCCC\C=C/CC)=O)COC(=O)OCC1CN(CCC1)CC